mercaptomethylphenyl-dimethoxysilane SC[Si](OC)(OC)C1=CC=CC=C1